NC1=NC(=C(C=2N1N=C(N2)CC2=NC=CC=C2F)C=2C=CC(N(C2)C)=O)C2=CC(=CC(=C2)F)F 5-(5-amino-7-(3,5-difluorophenyl)-2-((3-fluoropyridin-2-yl)methyl)-[1,2,4]triazolo[1,5-c]pyrimidin-8-yl)-1-methylpyridin-2(1H)-one